6-Bromo-N-(3-chloro-4-(cyclopropylmethoxy)-2-fluorophenyl)-7-fluoropyrido[3,2-d]pyrimidin-4-amine BrC=1C(=CC=2N=CN=C(C2N1)NC1=C(C(=C(C=C1)OCC1CC1)Cl)F)F